3-[tert-butyl(dimethyl)silyl]oxycyclopentanamine [Si](C)(C)(C(C)(C)C)OC1CC(CC1)N